NC=1C=C(C=C(C1)C(F)(F)F)[C@@H](C)NC=1C2=C(N=C(N1)C)N=C(C(=C2)C(=O)N(C)C)N2CC1CC1C2 4-((R)-1-(3-amino-5-(trifluoromethyl)phenyl)ethylamino)-7-(3-azabicyclo[3.1.0]hexan-3-yl)-N,N,2-trimethylpyrido[2,3-d]pyrimidine-6-carboxamide